(S)-4-(1-(5-(3,5-difluorophenyl)-1-(naphthalen-2-ylmethyl)-1H-indole-7-carboxamido)ethyl)benzoic acid FC=1C=C(C=C(C1)F)C=1C=C2C=CN(C2=C(C1)C(=O)N[C@@H](C)C1=CC=C(C(=O)O)C=C1)CC1=CC2=CC=CC=C2C=C1